Trans-2-[1-(4-chlorophenyl)-1H-1,2,3-triazol-4-yl]-1,3-dioxan-5-amine ClC1=CC=C(C=C1)N1N=NC(=C1)[C@@H]1OC[C@H](CO1)N